2-((4-bromo-2-methylphenyl)amino)-N-(6-methoxypyridin-3-yl)-4-(trifluoromethyl)benzamide BrC1=CC(=C(C=C1)NC1=C(C(=O)NC=2C=NC(=CC2)OC)C=CC(=C1)C(F)(F)F)C